methyl-3-penten-1-ol CC(CC=CC)O